BrC1=CC(=CC=2C=C(OC21)F)COC2=C(C=CC(=C2)C(F)(F)F)CC(=O)OCC ethyl 2-(2-((7-bromo-2-fluorobenzofuran-5-yl)methoxy)-4-(trifluoromethyl)phenyl)acetate